CC1=NC(=CC(=N1)NC1=NN2C(C=C(C=C2)C2=CC(=NC=C2O[C@H]2CN(S(CC2)(=O)=O)C)C)=C1)C |r| (RS)-N-(2,6-dimethylpyrimidin-4-yl)-5-[2-methyl-5-(2-methyl-1,1-dioxo-thiazinan-4-yl)oxy-4-pyridyl]pyrazolo[1,5-a]pyridin-2-amine